CON(C(CCC(=O)N(C)OC)=O)C N1,N4-dimethoxy-N1,N4-dimethylsuccinamide